4-(3-(2-cyanophenyl)pyrrolidin-1-yl)-2-cyclopropylpyrimidine-5-carbonitrile C(#N)C1=C(C=CC=C1)C1CN(CC1)C1=NC(=NC=C1C#N)C1CC1